3-(2-fluoro-4-(trifluoromethyl)phenyl)-5-methylmorpholine FC1=C(C=CC(=C1)C(F)(F)F)C1NC(COC1)C